C12(CC3CC(CC(C1)C3)C2)NCCCCCCCNC2=C3C(N(C(C3=CC=C2)=O)C2C(NC(CC2)=O)=O)=O 4-((7-((adamantan-1-yl)amino)heptyl)amino)-2-(2,6-dioxopiperidin-3-yl)isoindoline-1,3-dione